CC1=CC(=NC2=CC(=CN=C12)CC1=NC=CC=C1)N 4-methyl-7-(2-pyridylmethyl)-1,5-naphthyridin-2-amine